C(CCC)NC(=O)NC=1C=NN2C1N=C(C=C2)N2C(CCC2)C2=C(C=CC(=C2)F)F butyl-3-(5-(2-(2,5-difluorophenyl)pyrrolidin-1-yl)pyrazolo[1,5-a]pyrimidin-3-yl)urea